(((tert-butyldiphenylsilyl)oxy)methyl)-5-hydroxypiperidine-1-carboxylic acid benzyl ester C(C1=CC=CC=C1)OC(=O)N1C(CCC(C1)O)CO[Si](C1=CC=CC=C1)(C1=CC=CC=C1)C(C)(C)C